((3S,5R)-4-acryloyl-3,5-dimethylpiperazin-1-yl)-7-(5-amino-2,3,4-trifluorophenyl)-6-chloro-1-(2-isopropyl-4-methylpyridin-3-yl)-2-oxo-1,2-dihydro-1,8-naphthyridine-3-carbonitrile C(C=C)(=O)N1[C@H](CN(C[C@H]1C)C1=C(C(N(C2=NC(=C(C=C12)Cl)C1=C(C(=C(C(=C1)N)F)F)F)C=1C(=NC=CC1C)C(C)C)=O)C#N)C